(R)-1-((1s,4S)-4-fluorocyclohexyl)-3-(isoquinolin-4-yl)-2-oxoimidazolidine-4-carbonitrile FC1CCC(CC1)N1C(N([C@H](C1)C#N)C1=CN=CC2=CC=CC=C12)=O